CC1C(CCC1)(N)C dimethyl-cyclopentanamine